N-[2-(3-Methylpyridin-2-yl)-[1,3]thiazolo[5,4-c]pyridin-6-yl]-6-[(pyrrolidin-1-yl)methyl]-5-(trifluoromethyl)pyridin-2-amine CC=1C(=NC=CC1)C=1SC=2C=NC(=CC2N1)NC1=NC(=C(C=C1)C(F)(F)F)CN1CCCC1